(rac)-benzyl 2-acetylpent-4-enoate C(C)(=O)[C@H](C(=O)OCC1=CC=CC=C1)CC=C |r|